C(C)(=O)NC1=NNC2=CC(=CC=C12)C=1C=NN(C1)CC(=O)NC1=CC(=C(C=C1)C)C(F)(F)F 2-(4-(3-acetamido-1H-indazol-6-yl)-1H-pyrazol-1-yl)-N-(4-methyl-3-(trifluoromethyl)phenyl)acetamide